N-[(4,4-difluoro-2-methyl-cyclohexylidene)amino]-4-methyl-benzenesulfonamide FC1(CC(C(CC1)=NNS(=O)(=O)C1=CC=C(C=C1)C)C)F